2-(4-(2,6-dioxopiperidin-3-yl)-2-(trifluoromethyl)phenoxy)acetic acid O=C1NC(CCC1C1=CC(=C(OCC(=O)O)C=C1)C(F)(F)F)=O